(R)-6-chloro-3-((1-(2-(3-fluoro-5,7-dihydro-6H-pyrrolo[3,4-b]pyridin-6-yl)-3,6-dimethyl-4-oxo-3,4-dihydroquinazolin-8-yl)ethyl)amino)-N-(methylsulfonyl)picolinamide ClC1=CC=C(C(=N1)C(=O)NS(=O)(=O)C)N[C@H](C)C=1C=C(C=C2C(N(C(=NC12)N1CC2=NC=C(C=C2C1)F)C)=O)C